1-vinyl-3-cyanomethyl-imidazole C(=C)N1CN(C=C1)CC#N